Ethyl 2-[4-[2-[(3-(4-methoxyphenoxy) propyl) (3,5-bistrifluoromethylphenyl) amino] ethyl] phenoxy]-2-methylpropionate COC1=CC=C(OCCCN(CCC2=CC=C(OC(C(=O)OCC)(C)C)C=C2)C2=CC(=CC(=C2)C(F)(F)F)C(F)(F)F)C=C1